8'-chloro-5'-[6-fluoro-2-(1H-tetrazol-5-yl)phenoxyl]1'H-spiro[cyclopentane-1,4'-quinazolin]-2'(3'H)-one ClC=1C=CC(=C2C3(NC(NC12)=O)CCCC3)OC3=C(C=CC=C3F)C3=NN=NN3